O=C1NC(CC[C@@H]1N1C(C2=CC=CC(=C2C1=O)N1CCC(CC1)CN1CCC(CC1)CNC1=C2N=CN(C2=NC=N1)C1CC(C1)NC(CC1=CC=CC=C1)=O)=O)=O N-((1s,3s)-3-(6-(((1-((1-(2-(2,6-dioxopiperidin-3-yl)-1,3-dioxoisoindolin-4-yl)piperidin-4-yl)methyl)piperidin-4-yl)methyl)amino)-9H-purin-9-yl)cyclobutyl)-2-phenylacetamide